tert-butyl N-[1-(5-bromo-2-pyridinyl)-4-piperidinyl]-N-methyl-carbamate BrC=1C=CC(=NC1)N1CCC(CC1)N(C(OC(C)(C)C)=O)C